FC(C1(N=N1)C1=CC=C(C=C1)C1=CC=C(C=C1)C)(F)F (4'-(3-(trifluoromethyl)-3H-diazirin-3-yl)[1,1'-biphenyl]-4-yl)methane